Cl.[C@@H]1(NC[C@H]2[C@@H]1CCC2)C(=O)OC methyl (1S,3aR,6aS)-octahydrocyclopenta[C]pyrrole-1-carboxylate hydrochloride